((1-(5-(2-(ethyl(isopropyl)carbamoyl)-4-fluorophenoxy)pyrimidin-4-yl)piperidine-4-yl)methyl)carbamate C(C)N(C(=O)C1=C(OC=2C(=NC=NC2)N2CCC(CC2)CNC([O-])=O)C=CC(=C1)F)C(C)C